(4,4-difluoropiperidinyl)-7-fluoro-2-methoxy-6-quinolinamine FC1(CCN(CC1)C=1C(=NC2=CC(=C(C=C2C1)N)F)OC)F